CNC(=O)C=1C=2N(N=C(C1)C=1C=C3C=CN(C(C3=CC1)=O)C1CCNCC1)C=C(N2)C N,2-dimethyl-6-[1-oxo-2-(4-piperidyl)-6-isoquinolyl]imidazo[1,2-b]pyridazine-8-carboxamide